2-(2,6-diethylphenyl)-3-iodo-6,6-dimethyl-2,6-dihydropyrrolo[3,4-c]Pyrazole-5(4H)carboxylic acid tert-butyl ester C(C)(C)(C)OC(=O)N1C(C2=NN(C(=C2C1)I)C1=C(C=CC=C1CC)CC)(C)C